O=C(CCCCCCCCCCCNC(CC)=O)N1CCN(CC1)C1=NC=C(C=C1)C=1C=C2C(N(CC2=CC1)C(C(NC=1SC=CN1)=O)C1=CC=CC=C1)=O N-(12-oxo-12-(4-(5-(3-oxo-2-(2-oxo-1-phenyl-2-(thiazol-2-ylamino)ethyl)isoindol-5-yl)pyridin-2-yl)piperazin-1-yl)dodecyl)propanamide